CON(OC)C(C)C(C)C N,N-dimethoxyIsopropylethylamine